C(CC)NC(O)=O.C[C@@H]1N(CC[C@](C1)(C)C1=NOC(=N1)[C@H]1[C@H](C1)F)C(=O)NC1=C(C=CC=C1)N1CCN(CC1)C(C)C methyl-(cis)-4-{5-[(1S,2S)-2-fluorocyclopropyl]-1,2,4-oxadiazol-3-yl}-N-[2-(4-isopropylpiperazin-1-yl)phenyl]-4-methylpiperidine-1-carboxamide propylcarbamate